FC(C(=O)O)(F)F.ClC=1C=CC(=NC1)COC=1C=C(C=CC1)N[C@H]1CNCC1 (R)-N-(3-((5-chloropyridin-2-yl)methoxy)phenyl)pyrrolidin-3-amine trifluoroacetic acid salt